ketostearic acid CCCCCCCCCCCCCCCCC(=O)C(=O)O